CC=1C=C(C=CC1OC1=CC2=C(N(C=N2)C)C=C1)C1=NC=C(C(=N1)N)OCCNC (3-methyl-4-((1-methylbenzimidazol-5-yl)oxy)phenyl)-5-(2-methylaminoethoxy)pyrimidin-4-amine